Butyldimethyl-{[(1R,3aR,4S,7aR)-7a-methyl-1-[(R)-5-(trimethylsilyl)pent-4-yn-2-yl]octahydro-1H-inden-4-yl]oxy}silane C(CCC)[Si](O[C@@H]1[C@@H]2CC[C@@H]([C@]2(CCC1)C)[C@H](C)CC#C[Si](C)(C)C)(C)C